ClC1=C(C=CC=C1)C1N(C1)S(=O)(=O)C1=CC=C(C=C1)[N+](=O)[O-] 2-(2-chlorophenyl)-1-p-nitrobenzenesulfonylaziridine